FC1=C(C=CC=C1)C1=CC=C(O1)C(=O)NC1=CC=C(C=C1)C(\C=C\C1=CC=C(C=C1)N(C)CCO)=O 5-(2-Fluorophenyl)-N-[4-[(E)-3-[4-[2-hydroxyethyl(methyl)amino]phenyl]prop-2-enoyl]phenyl]furan-2-carboxamide